C(C)(C)(C)OC(=O)N1CC2(CNC(N2)=O)CC1 2-oxo-1,3,7-triazaspiro[4.4]nonane-7-carboxylic acid tert-butyl ester